monomethyl-pentoxy vinyl-glycidyl ether C(=C)C(C1CO1)OOC(CCCC)C